[[2-[(2S,5R)-2-(2-methoxy-4-pyridyl)-5-methyl-1-piperidyl]-2-oxo-acetyl]amino]pyridine-3-carboxamide COC1=NC=CC(=C1)[C@H]1N(C[C@@H](CC1)C)C(C(=O)NC1=NC=CC=C1C(=O)N)=O